Cl.ClC=1C=C(C(=C(C1)C1=NC=NN2C1=CC(=C2)CN2C(C1C(C1C2=O)(C)C)=O)OCC2(CCNCC2)C)C 3-((4-(5-chloro-3-methyl-2-((4-methylpiperidin-4-yl)methoxy)phenyl)pyrrolo[2,1-f][1,2,4]triazin-6-yl)methyl)-6,6-dimethyl-3-azabicyclo[3.1.0]hexane-2,4-dione hydrochloride